FC=1C(=NC(=NC1)N1CCC(CC1)C(=O)N1OCC[C@H]1C=1C=NC=NC1)OC [1-(5-fluoro-4-methoxy-pyrimidin-2-yl)-4-piperidinyl]-[(3S)-3-pyrimidin-5-yl-isoxazolidin-2-yl]methanone